(2S)-4-[2-(6,6-dimethyl-4,5,6,7-tetrahydro-1H-indazol-3-yl)-1H-indole-6-carbonyl]-2-methylpiperazine-1-carboxylic acid tert-butyl ester C(C)(C)(C)OC(=O)N1[C@H](CN(CC1)C(=O)C1=CC=C2C=C(NC2=C1)C1=NNC=2CC(CCC12)(C)C)C